(2S,7S)-azepane-1,2,7-tricarboxylate N1([C@@H](CCCC[C@H]1C(=O)[O-])C(=O)[O-])C(=O)[O-]